C(O)C(CCCCCCCC=C)(CO)CO trimethyloldecene